FC1(CC(C1)COCC1CN(CCC1)C1CCN(CC1)C=1SC(=CN1)C(=O)NCC1=NC=C(C=C1F)F)F (3-{[(3,3-difluorocyclobutyl)methoxy]methyl}[1,4'-bipiperidine]-1'-yl)-N-[(3,5-difluoropyridin-2-yl)methyl]-1,3-thiazole-5-carboxamide